oxabicyclo[2.2.1]heptane C12OCC(CC1)C2